2-(6-(3-(fluoromethyl)phenyl)-1H-pyrazolo[4,3-b]pyridin-1-yl)acetic acid FCC=1C=C(C=CC1)C=1C=C2C(=NC1)C=NN2CC(=O)O